N-(4-((1-methoxyprop-2-yl)oxy)-2-(thiazol-5-yl)quinolin-6-yl)oxetan-3-carboxamide COCC(C)OC1=CC(=NC2=CC=C(C=C12)NC(=O)C1COC1)C1=CN=CS1